6-(2,6-difluoro-4-(7-(methoxy-d3)-2-(methyl-d3)-2H-indazol-4-yl)benzyl)-6,7-dihydro-5H-pyrrolo[3,4-b]pyridin-5-one-7,7-d2 FC1=C(CN2C(C3=NC=CC=C3C2=O)([2H])[2H])C(=CC(=C1)C=1C2=CN(N=C2C(=CC1)OC([2H])([2H])[2H])C([2H])([2H])[2H])F